FC=1C=NC=CC1C1=CC(=NN1)C1CCNCC1 3-fluoro-4-(3-(piperidin-4-yl)-1H-pyrazol-5-yl)pyridine